N-(5-(5-acetamido-1H-pyrazol-1-yl)-1,3,4-thiadiazol-2-yl)-4-(2,6-dicyanophenyl)-3-(2-methoxyethoxy)-2-oxo-2H-pyran-6-carboxamide C(C)(=O)NC1=CC=NN1C1=NN=C(S1)NC(=O)C1=CC(=C(C(O1)=O)OCCOC)C1=C(C=CC=C1C#N)C#N